4-[8-(oxan-2-yloxy)oct-1-yn-1-yl]pyridine O1C(CCCC1)OCCCCCCC#CC1=CC=NC=C1